COC(=O)C1=CC2=C(C3=C(N=C(N=C3O)CC3=C(C=CC=C3)C)N2)N=C1 4-hydroxy-2-(2-methylbenzyl)-9H-pyrido[2',3':4,5]pyrrolo[2,3-d]pyrimidine-7-carboxylic acid methyl ester